ethyl 2-(4-(3-(azidomethyl)phenyl)-3-phenyl-1H-pyrrol-2-yl)-2-oxoacetate N(=[N+]=[N-])CC=1C=C(C=CC1)C=1C(=C(NC1)C(C(=O)OCC)=O)C1=CC=CC=C1